ethyl 3-(6-amino-1-tosyl-1H-pyrrolo[2,3-b]pyridin-3-yl)cyclobutane-1-carboxylate NC1=CC=C2C(=N1)N(C=C2C2CC(C2)C(=O)OCC)S(=O)(=O)C2=CC=C(C)C=C2